FC1=CC=C(C=C1)C=1C(C(=CN(C1NC)C)C(=O)N)=O 5-(4-fluorophenyl)-1-methyl-6-(methylamino)-4-oxopyridine-3-carboxamide